BrC=1C=C(C=2C(=NNN2)C1)F 6-bromo-4-fluoro-2H-benzotriazole